methyl 1-(5-((4-isopropoxy-3-(trifluoromethyl)benzyl)oxy)-2,3-dihydro-1H-inden-1-yl)azetidine-3-carboxylate C(C)(C)OC1=C(C=C(COC=2C=C3CCC(C3=CC2)N2CC(C2)C(=O)OC)C=C1)C(F)(F)F